5-(2,5-dimethoxyphenyl)-3-hydroxy-4-(4-methyl-benzoyl)-1-(3-pyridinyl-methyl)-1,5-dihydro-2H-pyrrol-2-one COC1=C(C=C(C=C1)OC)C1C(=C(C(N1CC=1C=NC=CC1)=O)O)C(C1=CC=C(C=C1)C)=O